C(C1=CC=CC=C1)N1CC(C(C1)=O)(CCCCl)C(=O)OCC 1-benzyl-3-ethoxycarbonyl-3-(3-chloropropyl)-4-oxopyrrolidine